C(C)OC1=NC=CC=C1C1=NC=2CN(CC3(C2C=C1)CCN(CC3)C3=C(C(=CC=C3)OC)C(F)(F)F)C[C@@H]3N(CCC3)C(=O)OC(C)(C)C tert-butyl (R)-2-((2'-(2-ethoxypyridin-3-yl)-1-(3-methoxy-2-(trifluoromethyl)phenyl)-6'H-spiro[piperidine-4,5'-[1,7]naphthyridin]-7'(8'H)-yl)methyl)pyrrolidine-1-carboxylate